5-(4-((2-methoxy-3-oxo-4H-quinoxalin-6-yl)methyl)piperazin-1-yl)-6-methyl-N-(methyl-d3)pyridine-2-carboxamide COC1=NC2=CC=C(C=C2NC1=O)CN1CCN(CC1)C=1C=CC(=NC1C)C(=O)NC([2H])([2H])[2H]